C(=O)(OC(C)(C)C)NCCC(C(=O)O)C1=CC=C(C=C1)F 4-((Boc)amino)-2-(4-fluorophenyl)butanoic acid